1-N'-(4-fluorophenyl)-1-N-[4-[7-(1,3,4-oxadiazol-2-yl)quinolin-4-yl]Oxyphenyl]Cyclopropane-1,1-dicarboxamide FC1=CC=C(C=C1)NC(=O)C1(CC1)C(=O)NC1=CC=C(C=C1)OC1=CC=NC2=CC(=CC=C12)C=1OC=NN1